C(CCCCCC)OC=CC1=CC=CC=C1 heptoxystyrene